CC=1N=C2N(N=CC3=C2C(CN3)(C(F)(F)F)C)C1 2,9-dimethyl-9-(trifluoromethyl)-8,9-dihydro-7H-imidazo[1,2-b]pyrrolo[3,2-d]pyridazine